BrC=1C=C2C=NC(=NC2=CC1Cl)Cl 6-bromo-2,7-dichloroquinazoline